FC=1C=CC(=C2C=C(N(C12)CCNC1=NC=NC(=C1)C1=CC=C(C=C1)C=1OC(=NN1)C)C)OC [2-(7-Fluoro-4-methoxy-2-methyl-indol-1-yl)-ethyl]-{6-[4-(5-methyl-[1,3,4]oxadiazol-2-yl)-phenyl]-pyrimidin-4-yl}-amine